tert-butyl 5-({4-[4-(tert-butoxy carbonyl)piperazin-1-yl]-7-({8-fluoro-2-methylimidazo[1,2-a]pyridin-6-yl}carbamoyl)indazol-2-yl}methyl)indazole-1-carboxylate C(C)(C)(C)OC(=O)N1CCN(CC1)C=1C2=CN(N=C2C(=CC1)C(NC=1C=C(C=2N(C1)C=C(N2)C)F)=O)CC=2C=C1C=NN(C1=CC2)C(=O)OC(C)(C)C